CC1=NC(=CC(=C1)Br)CO methyl-4-bromo-6-(hydroxymethyl)pyridine